2-(trifluoromethyl)-1H-benzimidazol FC(C1=NC2=C(N1)C=CC=C2)(F)F